methyl 3-(2,2-dichloro-1-hydroxyethyl)-2,2-dimethylcyclopropane-1-carboxylate ClC(C(O)C1C(C1C(=O)OC)(C)C)Cl